(4-(1-((2R,5S)-4-(6-cyano-1-methyl-2-oxo-1,2-dihydropyrido[3,2-d]pyrimidin-4-yl)-2-ethyl-5-methylpiperazin-1-yl)ethyl)benzyl)carbamic acid methyl ester COC(NCC1=CC=C(C=C1)C(C)N1[C@@H](CN([C@H](C1)C)C=1C2=C(N(C(N1)=O)C)C=CC(=N2)C#N)CC)=O